C1(CC1)C=1C2=C(N=C(N1)NC1=C(C=C(C=C1)C1=NN=CN1C)OCC)NC=C2C#N 4-cyclopropyl-2-((2-ethoxy-4-(4-methyl-4H-1,2,4-triazol-3-yl)phenyl)amino)-7H-pyrrolo[2,3-d]pyrimidine-5-carbonitrile